((2-aminoquinolin-7-yl)oxy)hexahydro-2H-cyclopenta[b]furan-3,3a-diol NC1=NC2=CC(=CC=C2C=C1)OC1C(C2(C(O1)CCC2)O)O